methyl 2-(4-((4-((2-fluorophenyl)ethynyl)benzamido)methyl)tetrahydro-2H-pyran-4-yl)acetate FC1=C(C=CC=C1)C#CC1=CC=C(C(=O)NCC2(CCOCC2)CC(=O)OC)C=C1